C(#N)C=1NC=C[NH+]1 cyanoimidazolium